(R)-tert-butyl 2-(methoxy methyl)indoline-1-carboxylate COC[C@@H]1N(C2=CC=CC=C2C1)C(=O)OC(C)(C)C